2-(3-(6-chlorofuro[3,2-b]pyridin-3-yl)phenyl)acetamide ClC=1C=C2C(=NC1)C(=CO2)C=2C=C(C=CC2)CC(=O)N